C(C)(C)(C)OC(=O)N1CC2=NC(=CC=C2C1)C1=CC=C(C=C1)[N+](=O)[O-] 2-(4-nitrophenyl)-5,7-dihydropyrrolo[3,4-b]Pyridine-6-carboxylic acid tert-butyl ester